(2S,4R)-1-[(2S)-2-(4-cyclopropyltriazol-1-yl)-3,3-dimethyl-butanoyl]-4-hydroxy-N-[1-(1,2,4-oxadiazol-3-yl)cyclopropyl]pyrrolidine-2-carboxamide C1(CC1)C=1N=NN(C1)[C@H](C(=O)N1[C@@H](C[C@H](C1)O)C(=O)NC1(CC1)C1=NOC=N1)C(C)(C)C